BrC=1C(=NC(=C(C1)C)C)NC=1C(=NC=C(C1C)OC)C 3-bromo-N-(5-methoxy-2,4-dimethyl-3-pyridyl)-5,6-dimethyl-pyridin-2-amine